ethyl (R,Z)-4-((1S,3R,4S)-2-((3-chlorophenyl)-D-leucyl)-5,5-difluoro-2-azabicyclo[2.2.2]octane-3-carboxamido)-2-fluoro-5-((S)-2-oxopyrrolidin-3-yl)pent-2-enoate ClC=1C=C(C=CC1)N[C@H](CC(C)C)C(=O)N1[C@@H]2CC([C@H]([C@@H]1C(=O)N[C@@H](\C=C(\C(=O)OCC)/F)C[C@H]1C(NCC1)=O)CC2)(F)F